CC1=CNC2=NC=C(C=C21)C=2C=C1C=CN=C(C1=C(C2)C2NCCC2)C(=O)[O-] 6-(3-methyl-1H-pyrrolo[2,3-b]pyridin-5-yl)-8-(pyrrolidin-2-yl)isoquinolinecarboxylate